Sodium nitrite (Nitrite) N(=O)[O-].N(=O)O.[Na+]